O=C1NC(CCC1N1C(C2=CC=C(C=C2C1=O)C1CCN(CC1)CCCN1N=CC(=C1)C1=NC2=CC=CC=C2N=C1)=O)=O (2,6-Dioxopiperidin-3-yl)-5-(1-(3-(4-(quinoxalin-2-yl)-1H-pyrazol-1-yl)propyl)piperidin-4-yl)isoindoline-1,3-dione